2-(3-(7-chloro-6-(4-(3-methoxypropoxy)phenyl)-2-oxo-1,2-dihydroquinolin-3-yl)phenyl)acetic acid ClC1=C(C=C2C=C(C(NC2=C1)=O)C=1C=C(C=CC1)CC(=O)O)C1=CC=C(C=C1)OCCCOC